(S)-6-((4-((2-hydroxy-1-phenylethyl)amino)-5-(1,2,4-oxadiazol-5-yl)pyrimidin-2-yl)amino)-1-isopropyl-1,2-dihydro-3H-pyrazolo[3,4-b]pyridin-3-one OC[C@H](C1=CC=CC=C1)NC1=NC(=NC=C1C1=NC=NO1)NC1=CC=C2C(=N1)N(NC2=O)C(C)C